tert-butyl (2S,6R)-4-(3-(2,6-dioxopiperidin-3-yl)-1-methyl-1H-indazol-6-yl)-2,6-dimethylpiperazine-1-carboxylate O=C1NC(CCC1C1=NN(C2=CC(=CC=C12)N1C[C@@H](N([C@@H](C1)C)C(=O)OC(C)(C)C)C)C)=O